2-tert-butylthiazole-5-carbaldehyde C(C)(C)(C)C=1SC(=CN1)C=O